2-[(2R,5S)-5-methyl-2-[2-[rel-(4S)-1-methyl-2-oxo-4-piperidyl]-1,3-benzothiazol-5-yl]-1-piperidyl]-2-oxo-N-(1H-pyrazolo[4,3-c]pyridin-7-yl)acetamide C[C@H]1CC[C@@H](N(C1)C(C(=O)NC=1C2=C(C=NC1)C=NN2)=O)C=2C=CC1=C(N=C(S1)[C@@H]1CC(N(CC1)C)=O)C2 |o1:29|